2-(1H-indol-4-yl)-7-methoxy-6-(methoxy-d3)-4-(piperidine-1-carbonyl)isoquinolin N1C=CC2=C(C=CC=C12)N1CC2=CC(=C(C=C2C(=C1)C(=O)N1CCCCC1)OC([2H])([2H])[2H])OC